ClCCN(C1=CC2=C(N(C(=N2)CC[C@@H](C(=O)O)NC(=O)OC(C)(C)C)C)C=C1)CCCl (2S)-4-[5-[bis(2-chloroethyl)amino]-1-methyl-benzimidazol-2-yl]-2-(tert-butoxycarbonylamino)butanoic acid